1-(3-isopropenylphenyl)ethane-1,2-dione tert-Butyl-4-(2-amino-3-ethylphenylamino)phenylcarbamate C(C)(C)(C)OC(NC1=CC=C(C=C1)NC1=C(C(=CC=C1)CC)N)=O.C(=C)(C)C=1C=C(C=CC1)C(C=O)=O